6-Chloro-4-((7-fluoro-1,5-dimethyl-4-oxo-4,5-dihydro-1H-pyrrolo[3,2-e]pyridin-3-yl)amino)-N-methylnicotinamide ClC1=NC=C(C(=O)NC)C(=C1)NC1=CN(C2=C1C(C(CN2F)C)=O)C